1,2-dilauroyl-glycero-3-phospho-sodium C(CCCCCCCCCCC)(=O)OCC(OC(CCCCCCCCCCC)=O)COP(=O)(O)[Na]